C1(=CC=CC=C1)[C@@H](C)C1(CCCC=2C3=CC(=CC=C3NC12)C=1CCNCC1)N ((R)-1-phenylethyl)-6-(1,2,3,6-tetrahydropyridin-4-yl)-2,3,4,9-tetrahydro-1H-carbazol-1-amine